NCC1(CCC1)NC1CC1 1-(aminomethyl)-N-cyclopropylcyclobutan-1-amine